C(C)[C@]1(C2=C(NC=3N=CC=CC13)[C@H](C(CC2=O)(C)C)F)C2=CC=CC=C2 (5S,9S)-5-ethyl-9-fluoro-8,8-dimethyl-5-phenyl-5,8,9,10-tetrahydrobenzo[b][1,8]naphthyridin-6(7H)-one